ClC1=NC=CC2=C1C(=NN2COCC[Si](C)(C)C)C2=CC(=CC=C2)OCC2CCC(CC2)(F)F 4-chloro-3-{3-[(4,4-difluorocyclohexyl)methoxy]phenyl}-1-{[2-(trimethylsilyl)-ethoxy]methyl}-1H-pyrazolo[4,3-c]pyridine